NC1=C2N=CN(C2=NC(=N1)Cl)[C@H]1[C@@H]([C@@H]([C@H](O1)CO[C@@](C(=O)O)(CC1=CC=CC=C1)C1=NNC=N1)O)O (S)-2-(((2R,3S,4R,5R)-5-(6-amino-2-chloro-9H-purin-9-yl)-3,4-dihydroxytetrahydrofuran-2-yl)methoxy)-3-phenyl-2-(1H-1,2,4-triazol-3-yl)propanoic acid